glycidoxypropoxytrimethoxysilane C(C1CO1)OCCCO[Si](OC)(OC)OC